1-[2-(trifluoromethyl)pyrimidin-5-yl]ethanone FC(C1=NC=C(C=N1)C(C)=O)(F)F